CN(CCCN(CCCC[Si](OCC\C=C/CCC)(OCC\C=C/CCC)OCC\C=C/CCC)C)CCCC[Si](OCC\C=C/CCC)(OCC\C=C/CCC)OCC\C=C/CCC N1,N3-dimethyl-N1,N3-bis(4-(tris(((Z)-hept-3-en-1-yl)oxy)silyl)butyl)propane-1,3-diamine